N-[(5-bromo-1-isopropyl-3-methyl-pyrazolo[4,3-b]pyridin-7-yl)methyl]-5-methoxy-pyridin-3-amine BrC1=CC(=C2C(=N1)C(=NN2C(C)C)C)CNC=2C=NC=C(C2)OC